FC=1C=C(C(=NC1C1COC1)OC)N 5-fluoro-2-methoxy-6-(oxetan-3-yl)pyridin-3-amine